N-[(1S)-1-(dicyclopropylmethyl)-2-[[1-[(2-methoxy-3-pyridyl)methyl]pyrazol-4-yl]amino]-2-oxo-ethyl]-2-isopropyl-pyrazole-3-carboxamide C1(CC1)C([C@@H](C(=O)NC=1C=NN(C1)CC=1C(=NC=CC1)OC)NC(=O)C=1N(N=CC1)C(C)C)C1CC1